4-hydroxy-4-(o-nitrophenyl)-2-butanone OC(CC(C)=O)C1=C(C=CC=C1)[N+](=O)[O-]